trans-N-[8-amino-6-(4-ethoxy-3-pyridyl)-2,7-naphthyridin-3-yl]-2-cyano-cyclopropanecarboxamide NC=1N=C(C=C2C=C(N=CC12)NC(=O)[C@H]1[C@@H](C1)C#N)C=1C=NC=CC1OCC